(14S)-8-tert-butyl-12,12-dimethyl-17-[4-(piperidin-4-yl)pyridin-2-yl]-2λ6-thia-3,9,11,18,23-pentaazatetracyclo[17.3.1.111,14.05,10]tetracosa-1(23),5(10),6,8,19,21-hexaene-2,2,4-trione C(C)(C)(C)C=1C=CC=2C(NS(C=3C=CC=C(NC(CC[C@H]4CC(N(C2N1)C4)(C)C)C4=NC=CC(=C4)C4CCNCC4)N3)(=O)=O)=O